NC=1C2=C(N(C(N1)=O)C=1C(=NC=CC1)Cl)N=C(C=C2)C2CC2 amino-1-(2-chloropyridin-3-yl)-7-cyclopropylpyrido[2,3-d]pyrimidin-2(1H)-one